HEXYL-2-[4-(DIETHYLAMINO)-2-HYDROXYBENZOYL]BENZOAT C(CCCCC)OC(C1=C(C=CC=C1)C(C1=C(C=C(C=C1)N(CC)CC)O)=O)=O